BrCCCC1=CC=CC=C1 (3-bromopropyl)benzene